N-(2-indolin-3-ylethyl)carbamic acid tert-butyl ester C(C)(C)(C)OC(NCCC1CNC2=CC=CC=C12)=O